13-chloro-19,21-difluoro-5,14-dimethoxy-16,16-dioxo-9-oxa-16λ6-thia-4,17-diazatetracyclo[16.3.1.111,15.02,7]tricosa-1(22),2(7),3,5,11,13,15(23),18,20-nonaen-10-one ClC=1C=C2C(OCC=3C=C(N=CC3C=3C(=CC(=C(NS(C(C1OC)=C2)(=O)=O)C3)F)F)OC)=O